C([C@@H]([C@H](C(=O)CO)O)O)OP(=O)([O-])[O-] The molecule is an organophosphate oxoanion that is the dianion of L-xylulose 5-phosphate arising from deprotonation of the phosphate OH groups; major species at pH 7.3. It has a role as a fundamental metabolite. It is a conjugate base of a L-xylulose 5-phosphate.